FC1=NC(=NC(=N1)F)OC(C(C(C(C(C(C(C(C(C(F)(F)F)(F)F)(F)F)(F)F)(F)F)(F)F)(F)F)(F)F)(F)F)(F)F perfluorodecanoxy-1,3,5-triazine